CC1(COC1)NC1=NC(=C(C(=O)N)C=C1)N1CCC2(CC2)CC1 6-((3-methyloxetan-3-yl)amino)-2-(6-azaspiro[2.5]octan-6-yl)nicotinamide